N-[3-[3-(1,3-benzodioxol-5-yl)imidazo[1,2-b]pyridazin-6-yl]phenyl]acetamide O1COC2=C1C=CC(=C2)C2=CN=C1N2N=C(C=C1)C=1C=C(C=CC1)NC(C)=O